C(C1=CC=CC=C1)N(C1CN(CCC1)C1COC1)CC1=CC=CC=C1 N,N-dibenzyl-1-(oxetan-3-yl)piperidin-3-amine